N[C@@H]1C[C@@H](CC1)CO |r| rac-[(1R*,3S*)-3-aminocyclopentyl]methanol